C(C)C1=CC=C(C=C1)N1N=CC(=C1)C=1C=C2C(=CNC2=CC1)NC(C(=O)NCCC(F)(F)F)=O N'-{5-[1-(4-ethylphenyl)-1H-pyrazol-4-yl]-1H-indol-3-yl}-N-(3,3,3-trifluoropropyl)ethanediamide